tert-butyl 4-[2-[1-(oxan-2-yl)pyrazol-4-yl]thieno[2,3-d][1,3]thiazol-5-yl]piperidine-1-carboxylate O1C(CCCC1)N1N=CC(=C1)C=1SC2=C(N1)SC(=C2)C2CCN(CC2)C(=O)OC(C)(C)C